4-methylenedioxyphenethyl isocyanate C1OC2=CC=C(CCN=C=O)C=C2O1